(5S,8S)-N-(4-chloro-2,6-difluorobenzyl)-5-fluoro-8-hydroxy-8-methyl-5,6,7,8-tetrahydroquinoline-5-carboxamide ClC1=CC(=C(CNC(=O)[C@]2(C=3C=CC=NC3[C@@](CC2)(C)O)F)C(=C1)F)F